C(C)(C)(C)OC(NCC1=CC(=CC(=C1)C=1OC=CC1)F)=O 3-Fluoro-5-(furan-2-yl)benzyl-carbamic acid tert-butyl ester